N-octyl-methaneamide C(CCCCCCC)NC=O